N-(5-(2-(6-oxa-9-azaspiro[3.6]decan-9-yl)acetamido)-2-methylpyridin-3-yl)-2-(1-methyl-1H-pyrazol-4-yl)-1H-pyrrolo[2,3-b]pyridine-5-carboxamide C1CCC12COCCN(C2)CC(=O)NC=2C=C(C(=NC2)C)NC(=O)C=2C=C1C(=NC2)NC(=C1)C=1C=NN(C1)C